CC1=NC(=CC=C1S(=O)(=O)N1CC2(CN(C2)C2(CCOCC2)C#N)C1)C(F)(F)F 4-(6-((2-methyl-6-(trifluoromethyl)pyridin-3-yl)sulfonyl)-2,6-diazaspiro[3.3]heptan-2-yl)tetrahydro-2H-pyran-4-carbonitrile